1,1-difluoro-N-[2-fluoro-5-[2-(2-hydroxyethoxy)-6-(morpholin-4-yl)pyridin-4-yl]-4-methylphenyl]-6-azaspiro[3.4]octane-6-carboxamide FC1(CCC12CN(CC2)C(=O)NC2=C(C=C(C(=C2)C2=CC(=NC(=C2)N2CCOCC2)OCCO)C)F)F